FC1=C(C=CC(=C1)C)[Se][Se]C1=C(C=C(C=C1)C)F bis-(2-fluoro-4-methylphenyl) diselenide